BrC=1C(=C2CN(CC2=CC1)C(=O)OC(C)(C)C)F tert-butyl 5-bromo-4-fluoroisoindoline-2-carboxylate